N-(3-methoxy-4-methyl-phenyl)-1-methyl-4-oxo-cyclohexanecarboxamide COC=1C=C(C=CC1C)NC(=O)C1(CCC(CC1)=O)C